The molecule is an androstanoid that is testosterone with an oxo group at position 19. It has a role as an androgen. It is a 3-oxo steroid, an androstanoid, a 17beta-hydroxy steroid and a steroid aldehyde. It derives from a testosterone. C[C@]12CC[C@H]3[C@H]([C@@H]1CC[C@@H]2O)CCC4=CC(=O)CC[C@]34C=O